FC(C1=NN(C=C1[N+](=O)[O-])C1CCC(CC1)COCCN1N=C2C=CC(=CC2=C1)C1=CC=CC=2N(C(N(C21)C)=O)C2C(NC(CC2)=O)=O)F 3-[4-[2-[2-[[4-[3-(difluoromethyl)-4-nitro-pyrazol-1-yl]cyclohexyl]methoxy]ethyl]indazol-5-yl]-3-methyl-2-oxo-benzimidazol-1-yl]piperidine-2,6-dione